N-(1-(5-(3-cyano-6-(2-hydroxy-2-methylpropoxy)pyrazolo[1,5-a]pyridin-4-yl)pyridin-2-yl)-4-methylpiperidin-4-yl)-6-methyl-4-oxo-1,4-dihydropyridine-2-carboxamide C(#N)C=1C=NN2C1C(=CC(=C2)OCC(C)(C)O)C=2C=CC(=NC2)N2CCC(CC2)(C)NC(=O)C=2NC(=CC(C2)=O)C